C(C1=CC=CC=C1)N1CCC2(CCN(C2)S(=O)(=O)C=2C=CC(=NC2)N2C(OCC2)=O)CC1 3-(5-((8-Benzyl-2,8-diazaspiro[4.5]decan-2-yl)sulfonyl)pyridin-2-yl)oxazolidin-2-one